2-(9H-fluoren-9-ylmethoxycarbonylamino)propionic acid C1=CC=CC=2C3=CC=CC=C3C(C12)COC(=O)NC(C(=O)O)C